4-acetamido-4-isothiocyanatostilbene-2,2'-disulfonic acid C(C)(=O)NC1(CC(=C(C=C1)C=CC=1C(=CC=CC1)S(=O)(=O)O)S(=O)(=O)O)N=C=S